N,6-dimethyl-5-(2,6-diazaspiro[3.3]heptan-2-yl)pyridineamide CNC(=O)C1=NC(=C(C=C1)N1CC2(C1)CNC2)C